O=C1NC2=C(OC13CN(C3)C(=O)OC(C)(C)C)C=CC=N2 tert-butyl 3'-oxo-3',4'-dihydrospiro[azetidine-3,2'-pyrido[3,2-b][1,4]oxazine]-1-carboxylate